2-amino-N-(2,3-difluorophenyl)-4-oxo-1,4-dihydro-1,5-naphthyridine-3-carboxamide NC=1NC2=CC=CN=C2C(C1C(=O)NC1=C(C(=CC=C1)F)F)=O